1,5-dibromo-1,1,3,3,5,5-hexafluoropentane BrC(CC(CC(F)(F)Br)(F)F)(F)F